iron-nickel oxyhydroxide O(O)O.[Ni].[Fe]